2-((3-((4-((tert-butoxycarbonyl) amino)-2-methylbutoxy) methyl)-4-cyclopropoxyphenyl) aminopyrimidin-4-yl)-3-nitrobenzoate C(C)(C)(C)OC(=O)NCCC(COCC=1C=C(C=CC1OC1CC1)NC1=NC=CC(=N1)C1=C(C(=O)[O-])C=CC=C1[N+](=O)[O-])C